5-[tert-butyl(dimethyl)silyl]oxy-7-methoxynaphthalen-2-ol [Si](C)(C)(C(C)(C)C)OC1=C2C=CC(=CC2=CC(=C1)OC)O